C(#C)C1=CC=C(C=C1)[C@@H](C(C)(C)O)NC(=O)[C@H]1N(C[C@@H](C1)O)C([C@H](C(C)(C)C)NC(OC(C)(C)C)=O)=O Tert-butyl ((S)-1-((2S,4R)-2-(((S)-1-(4-ethynylphenyl)-2-hydroxy-2-methylpropyl)carbamoyl)-4-hydroxypyrrolidin-1-yl)-3,3-dimethyl-1-oxobutan-2-yl)carbamate